tert-butyl (3s,5r)-3-(3-((6-(benzylamino)-3-methyl-2-oxo-2,3-dihydro-1H-benzo[d]imidazol-4-yl) oxy) propyl)-4,4-difluoro-5-methylpiperidine-1-carboxylate C(C1=CC=CC=C1)NC=1C=C(C2=C(NC(N2C)=O)C1)OCCC[C@H]1CN(C[C@H](C1(F)F)C)C(=O)OC(C)(C)C